OC1C(N(CC1)C)CN1CC2=CC=C3C(=C2CC1)C=C(N3)C=O {7-[(3-hydroxy-1-methyltetrahydro-1H-pyrrol-2-yl)methyl]-6,7,8,9-tetrahydro-3H-pyrrolo[3,2-f]isoquinolin-2-yl}methanone